C(\C=C/C(=O)O)(=O)O.N1=C(C=CC=C1)C=1C(=NC=CC1)C(N)=S (pyridin-2-yl)pyridin-2-thioamide maleate